tert-butyl-bis(dimethylamino)methane C(C)(C)(C)C(N(C)C)N(C)C